C(C)S(=O)(=O)NC1=CC(=C(C(=O)NC=2C=C(C3=C(CCO3)C2)C=C(C)C)C=C1)N1CCC2(CC2)CC1 4-(ethylsulfonylamino)-N-(7-(2-methylprop-1-en-1-yl)-2,3-dihydrobenzofuran-5-yl)-2-(6-azaspiro[2.5]octan-6-yl)benzamide